P(=O)(O)(F)F.CC(C)C1=NC=CN1C 1-methyl-ethyl-3-methylimidazole bis-fluoro-phosphate